benzyl 4-(2-(1-(3-hydroxy-4-nitrophenyl)piperidin-4-yl)ethyl)piperazine-1-carboxylate OC=1C=C(C=CC1[N+](=O)[O-])N1CCC(CC1)CCN1CCN(CC1)C(=O)OCC1=CC=CC=C1